OCCC=CC(=O)N 3-hydroxyethyl-acrylamide